zinc chloride pyridine salt N1=CC=CC=C1.[Cl-].[Zn+2].[Cl-]